[Ca+2].C(CCCCCCCCCCC)C1=C(C=CC=C1)S(=O)(=O)[O-].C(CCCCCCCCCCC)C1=C(C=CC=C1)S(=O)(=O)[O-] E-dodecyl-benzenesulfonic acid calcium salt